undecylfluorohexyl-triethoxysilane C(CCCCCCCCCC)C(C)O[Si](OCC)(OCC)CCCCCCF